2-bromo-6-(difluoromethoxy)-4-(3-methyl-1-(4-methyl-4H-1,2,4-triazol-3-yl)cyclobutyl)pyridine BrC1=NC(=CC(=C1)C1(CC(C1)C)C1=NN=CN1C)OC(F)F